C(C)(=O)C=1C=C(C=C2C(N(C(=NC12)[C@H]1OCCCC1)C1CC1)=O)F 8-acetyl-3-cyclopropyl-6-fluoro-2-[(2S)-tetrahydropyran-2-yl]quinazolin-4-one